trans-3-tetradecene-1,1-dicarboxylic anhydride C1(C\C=C\CCCCCCCCCC)C(=O)OC1=O